2-chloro-N-methyl-N-(4-methyl-1,2,5-oxadiazol-3-yl)-4-(methylsulfonyl)-3-(propylsulfonyl)benzamide ClC1=C(C(=O)N(C2=NON=C2C)C)C=CC(=C1S(=O)(=O)CCC)S(=O)(=O)C